1-(tetrahydrofuran-2-yl)-N-(5-(4-(trifluoromethyl)phenethoxy)-1H-indol-3-yl)methanesulfonamide O1C(CCC1)CS(=O)(=O)NC1=CNC2=CC=C(C=C12)OCCC1=CC=C(C=C1)C(F)(F)F